bis(di-tert-butylphosphino)-o-xylene C(C)(C)(C)P(C(C)(C)C)C=1C(=C(C(=CC1)C)C)P(C(C)(C)C)C(C)(C)C